6-(Azetidin-1-yl)-N-[2-(ethanesulfonyl)imidazo[1,2-a]pyridine-3-sulfonyl]-4-fluoro-1-benzofuran-2-carboxamide N1(CCC1)C1=CC2=C(C=C(O2)C(=O)NS(=O)(=O)C2=C(N=C3N2C=CC=C3)S(=O)(=O)CC)C(=C1)F